methyl (E)-[4-[3-(4-bromophenyl)-3-phenylallyloxy]-2-methylphenoxy]acetate BrC1=CC=C(C=C1)/C(=C/COC1=CC(=C(OCC(=O)OC)C=C1)C)/C1=CC=CC=C1